elaidyl triacontanoate C(CCCCCCCCCCCCCCCCCCCCCCCCCCCCC)(=O)OCCCCCCCC\C=C\CCCCCCCC